C(C)OCC=1N(C2=C(C=[N+](C=3C=CC=C(C23)OCCC(C)(O)C)[O-])N1)C 4-[2-(ethoxymethyl)-1-methyl-5-oxido-imidazo[4,5-c]quinolin-5-ium-9-yl]oxy-2-methyl-butan-2-ol